O=C1C(CCC1)CC1=CC=C(C=C1)C(C(=O)O)C 2-(4-((2-oxocyclopentyl)methyl)phenyl)propionic acid